5-(4-(trifluoromethoxy)phenoxy)-1H-1,2,3-triazole-4-carboxylic acid FC(OC1=CC=C(OC2=C(N=NN2)C(=O)O)C=C1)(F)F